6-(3-bromo-1-(3-chloropyridin-2-yl)-1H-pyrazole-5-carboxamido)-N-(1,1-dioxidothietan-3-yl)-5-methylpyrazolo[1,5-a]pyridine-7-carboxamide BrC1=NN(C(=C1)C(=O)NC=1C(=CC=2N(C1C(=O)NC1CS(C1)(=O)=O)N=CC2)C)C2=NC=CC=C2Cl